CC=1C=C2C(=NC1)C=C(N2)C(=O)N2CCC(CC2)C2=C(C=CC=C2)C(F)(F)F (6-methyl-1H-pyrrolo[3,2-b]pyridin-2-yl)(4-(2-(trifluoromethyl)phenyl)piperidin-1-yl)methanone